methyl 1-((1-ethyl-1H-imidazol-5-yl) methyl)-2-((4-(5-fluoro-4-(methoxymethoxy) pyrimidin-2-yl) cyclohex-3-en-1-yl) methyl)-1H-benzo[d]imidazole-6-carboxylate C(C)N1C=NC=C1CN1C(=NC2=C1C=C(C=C2)C(=O)OC)CC2CC=C(CC2)C2=NC=C(C(=N2)OCOC)F